(S)-1-((3-((2,4-difluorobenzyl)oxy)adamantan-1-yl)glycyl)pyrrolidine-2-carbonitrile hydrochloride Cl.FC1=C(COC23CC4(CC(CC(C2)C4)C3)NCC(=O)N3[C@@H](CCC3)C#N)C=CC(=C1)F